[4-(2-hydroxy-ethyl)-piperazin-1-yl]-acetic acid OCCN1CCN(CC1)CC(=O)O